O1CCC2=C1C=CC(=C2)C=2N=C(NC2)C2N(CCCC2)C(C(C)SC)=O 1-(2-(4-(2,3-dihydrobenzofuran-5-yl)-1H-imidazol-2-yl)piperidin-1-yl)-2-(methyl-thio)propan-1-one